C(C)OC(C)OC1(C=C)CC=C(C=C1)C=C 1-(1-ethoxyethoxy)-4-vinylstyrene